(R)-2-(4,4-difluoroazepan-1-yl)-4-methyl-5-(1-methyl-1H-pyrazol-4-yl)-N-(3-(S-methylsulfonimidoyl)phenyl)-6-(trifluoromethyl)nicotinamide FC1(CCN(CCC1)C1=C(C(=O)NC2=CC(=CC=C2)[S@@](=O)(=N)C)C(=C(C(=N1)C(F)(F)F)C=1C=NN(C1)C)C)F